C(=O)O.C(#N)C1=C(N=C(S1)N(C1=C(N=C2N1C=C(C=C2)C=2C=NC(=NC2)N2CCC(CC2)NC(=O)[C@@H]2NC[C@@H](C2)O)CC)C)C2=CC=C(C=C2)F (2R,4R)-N-(1-(5-(3-((5-cyano-4-(4-fluorophenyl)thiazol-2-yl)(methyl)amino)-2-ethyl-imidazo[1,2-a]pyridin-6-yl)pyrimidin-2-yl)piperidin-4-yl)-4-hydroxypyrrolidine-2-carboxamide formate